ClC1=NC=C(C=C1)C1=C(C(=CC(=C1OC(C)C)C(=C)C)Cl)F 2-chloro-5-(3-chloro-2-fluoro-6-isopropoxy-5-(prop-1-en-2-yl)phenyl)pyridine